COC[C@@H]1N2[C@@H](C[C@@H](C1=O)CC2)C (1R,2S,4S,6R)-2-(methoxymethyl)-6-methyl-3-oxoquinuclidin